bis[2-(o-tolyloxy)ethyl]amine C1(=C(C=CC=C1)OCCNCCOC1=C(C=CC=C1)C)C